N1C(=CC2=CC=CC=C12)C=CC(=O)N indoleacrylic amide